C(C)OC(=O)C1C(CNC1)C(=O)O 4-(ethoxycarbonyl)pyrrolidine-3-carboxylic acid